(E)-2-(2-(10-butyl-2-methoxyacridin-9(10H)-ylidene)-2-cyanoacetamido)ethyl methacrylate C(C(=C)C)(=O)OCCNC(/C(/C#N)=C/1\C2=CC=CC=C2N(C=2C=CC(=CC12)OC)CCCC)=O